allylsulfoamide C(C=C)[N-]S(=O)(=O)O